O[C@H]1[C@@H](O[C@@H]([C@H]1O)CO)N1C(NCC=C1)=O 1-((2R,3R,4S,5R)-3,4-dihydroxy-5-(hydroxymethyl)tetrahydrofuran-2-yl)-3,4-dihydropyrimidin-2(1H)-one